7-[(3S)-3-methylpiperazin-1-yl]-2-phenyl-4H-pyrido[1,2-a]pyrimidin-4-one C[C@H]1CN(CCN1)C=1C=CC=2N(C(C=C(N2)C2=CC=CC=C2)=O)C1